1-((3S,5R)-1-acryloyl-5-(methoxymethyl)pyrrolidin-3-yl)-3-ethynyl-5-(methylamino)-1H-pyrazole-4-carboxamide C(C=C)(=O)N1C[C@H](C[C@@H]1COC)N1N=C(C(=C1NC)C(=O)N)C#C